(1R,3S)-3-(3-amino-1H-pyrazol-5-yl)cyclopentyl cyclobutylcarbamate C1(CCC1)NC(O[C@H]1C[C@H](CC1)C1=CC(=NN1)N)=O